(4S,7S,10aS)-5-oxo-4-{[(2S)-3-phenyl-2-sulfanylpropanoyl]amino}-2,3,4,7,8,9,10,10a-octahydropyrido[6,1-b][1,3]thiazepine-7-carboxylic acid O=C1N2[C@@H](SCC[C@@H]1NC([C@H](CC1=CC=CC=C1)S)=O)CCC[C@H]2C(=O)O